2-[1-(difluoromethyl)-1H-pyrazole-3-carbonyl]-8,8-dimethyl-7-oxo-2-azaspiro[3.5]non-5-ene-6-carbonitrile FC(N1N=C(C=C1)C(=O)N1CC2(C1)C=C(C(C(C2)(C)C)=O)C#N)F